O1C=2C(OCC1COCCCCS(=O)(=O)O)=CSC2 4-[(2,3-dihydrothieno[3,4-b][1,4]dioxin-2-yl)methoxy]butane-1-sulfonic acid